C1(CC1)S(=O)=NCC1(CCN(CC1)C1=NC=NC2=C(C=CC=C12)OC)O (S)-cyclopropyl({[4-hydroxy-1-(8-methoxyquinazolin-4-yl)piperidin-4-yl]methyl})imino-λ6-sulfanone